C(C(=C)C)(=O)O.C(C)N=C=NCCCC ethyl-n-butyl-carbodiimide methacrylate